CN(C1CN(CC1)C=1N=NC(=CN1)C1=CC=C(C=2N=CSC21)C=2C=NNC2)C N,N-dimethyl-1-[6-[4-(1H-pyrazol-4-yl)-1,3-benzothiazol-7-yl]-1,2,4-triazin-3-yl]pyrrolidin-3-amine